4-((3-isopropyl-8-methyl-2,3-dihydro-1H-pyrido[2,3-b][1,4]oxazin-7-yl)amino)-N-(4-(4-methylpiperazin-1-yl)phenyl)-2-oxo-1,2-dihydropyridine-3-carboxamide C(C)(C)C1CNC2=C(O1)N=CC(=C2C)NC2=C(C(NC=C2)=O)C(=O)NC2=CC=C(C=C2)N2CCN(CC2)C